ClC=1C=C(C=C(C1)F)[C@H](C)O (S)-1-(3-chloro-5-fluorophenyl)ethanol